6-(3-Bromo-1-(3-chloropyridin-2-yl)-1H-pyrazol-5-carboxamido)-N-ethoxy-5-methylpyrazolo[1,5-a]pyridin-7-carboxamid BrC1=NN(C(=C1)C(=O)NC=1C(=CC=2N(C1C(=O)NOCC)N=CC2)C)C2=NC=CC=C2Cl